palmityl behenyl ketone C(CCCCCCCCCCCCCCCCCCCCC)C(=O)CCCCCCCCCCCCCCCC